ethyl 2-[3-[3-(2-cyclopropylethynyl)-4-fluorophenyl]-5-(cyclopropylmethyl)-4-[(3-fluoro-4-sulfamoylphenyl)methyl]pyrazol-1-yl]-1,3-oxazole-4-carboxylate C1(CC1)C#CC=1C=C(C=CC1F)C1=NN(C(=C1CC1=CC(=C(C=C1)S(N)(=O)=O)F)CC1CC1)C=1OC=C(N1)C(=O)OCC